3-methyl-5-methylenedec-2-ene CC(=CC)CC(CCCCC)=C